ClC=1C=CC(=C(C1)C1=CC(=CN=N1)NC1=CC(=NC=C1)NC(CCN1CCNCC1)=O)F N-(4-{[6-(5-Chloro-2-Fluorophenyl)Pyridazin-4-yl]Amino}Pyridin-2-yl)-3-(Piperazin-1-yl)Propanamid